C(=O)O.CN1[C@H]2CC(C[C@@H]1CCC2)NC(=O)C2=C1N(C=3C=CC=CC23)CCC1 N-((1R,3s,5S)-9-methyl-9-azabicyclo[3.3.1]nonan-3-yl)-2,3-dihydro-1H-pyrrolo[1,2-a]indole-9-carboxamide formate